N(=[N+]=[N-])C=1C(=NC=C(C1)C(F)(F)F)C=O 3-Azido-5-(trifluoromethyl)pyridine-2-carbaldehyde